C1(CCCC1)CC(=O)N1CC2=C(CC1)N=C(S2)N2C1CN(CC2CC1)CCC 2-cyclopentyl-1-(2-(3-propyl-3,8-diazabicyclo[3.2.1]octan-8-yl)-6,7-dihydrothiazolo[5,4-c]pyridin-5(4H)-yl)ethan-1-one